CC1N(CCCC1C(=O)[O-])C(=O)OC(C)(C)C 1-tert-butyl 2-methylpiperidine-1,3-dicarboxylate